FC(C(N1CC=2N(CC1)C(=NC2)C(F)(F)F)=O)(F)C=2C=C(C(=O)NC1=CC(=C(C=C1)F)C)C=CC2F 3-(1,1-difluoro-2-oxo-2-(3-(trifluoromethyl)-5,6-dihydroimidazo[1,5-a]pyrazin-7(8H)-yl)ethyl)-4-fluoro-N-(4-fluoro-3-methylphenyl)benzamide